CC=1OC(=CC1C(=O)OCC)C1=CC=CC=C1 ethyl 2-methyl-5-phenylfuran-3-carboxylate